tris(tridecane-6,8-dione) iron [Fe].CCCCCC(CC(CCCCC)=O)=O.CCCCCC(CC(CCCCC)=O)=O.CCCCCC(CC(CCCCC)=O)=O